tert-butyl 3-(cyclopropyloxy)-2-oxo-pyrrolidine-1-carboxylate C1(CC1)OC1C(N(CC1)C(=O)OC(C)(C)C)=O